CN(C)P1(C(CCC1C1=CC=C(C=C1)C)C1=CC=C(C=C1)C)=O (dimethylamino)-2,5-bis(4-methylphenyl)phospholane 1-oxide